N1CC(C1)C1=NN(C2=CC=CC(=C12)Br)CC(=O)OCC ethyl 2-[3-(azetidin-3-yl)-4-bromoindazol-1-yl]acetate